C(CS)(=O)O.C(O)CN Ethanolamine thioglycolate salt